BrC1=CC=C(C=C1)S(=O)OC methyl 4-bromobenzenesulfinate